N1(C=NC=C1)CC(=O)N1CCC2(C(C2)CNC(=O)C2=CC=3C(=CN=CC3)O2)CC1 N-[[6-(2-imidazol-1-ylacetyl)-6-azaspiro[2.5]octan-2-yl]methyl]furo[2,3-c]pyridine-2-carboxamide